FC(C=1N(C=CN1)CCCNC(OCC1=CC=CC=C1)=O)(F)F Benzyl (3-(2-(trifluoromethyl)-1H-imidazol-1-yl)propyl)carbamate